(S)-1-(3-(4-amino-7-chloro-3-((3-methoxy-5-methylphenyl)ethynyl)-1H-pyrazolo[4,3-c]pyridin-1-yl)pyrrolidin-1-yl)prop-2-en-1-one NC1=NC=C(C2=C1C(=NN2[C@@H]2CN(CC2)C(C=C)=O)C#CC2=CC(=CC(=C2)C)OC)Cl